(3-((Benzyloxy)methyl)-4-ethyl-5-oxo-4,5-dihydro-1H-1,2,4-triazol-1-yl)-8-bromo-3-fluoro-6-(o-tolyl)-1,6-naphthyridin-5(6H)-one C(C1=CC=CC=C1)OCC1=NN(C(N1CC)=O)C1=NC=2C(=CN(C(C2C=C1F)=O)C1=C(C=CC=C1)C)Br